7-amino-1-oxo-4-(3-phenyl-1H-indazol-5-yl)isoindolin NC=1C=CC(=C2CNC(C12)=O)C=1C=C2C(=NNC2=CC1)C1=CC=CC=C1